3-((2S)-2-hydroxy-3-(8-(naphthalen-2-ylsulfonyl)-1-oxa-8-azaspiro[4.5]decan-3-ylamino)propoxy)-N-(3-hydroxypropyl)benzenesulfonamide O[C@H](COC=1C=C(C=CC1)S(=O)(=O)NCCCO)CNC1COC2(C1)CCN(CC2)S(=O)(=O)C2=CC1=CC=CC=C1C=C2